C12CN(CC(N1)C2)C(=O)[O-] 3,6-diazabicyclo[3.1.1]heptane-3-carboxylate